C1(=CC=CC=C1)C1(C(=NOC1)C1=CC=C(C=C1)OC)C(=O)OC(C)C phenyl-3-4-methoxyphenyl-4-isopropoxycarbonyl-isoxazoline